NC(C)C1=C(C=C(C(=O)O)C=C1)C 4-(1-aminoethyl)-3-methylbenzoic acid